C(C(C)C)C1=CC=CS1 5-isobutyl-thiophene